ClC=1C=C2C(=NN1)NC[C@@]1(N2C[C@@H](C1)OC1=NC2=CC=C(C=C2C=C1)C=C)C(F)F (6aR,8R)-2-chloro-6a-(difluoromethyl)-8-((6-vinylquinolin-2-yl)oxy)-5,6,6a,7,8,9-hexahydropyrrolo[1',2':4,5]pyrazino[2,3-c]pyridazine